eicosaenic acid C(C=CCCCCCCCCCCCCCCCCC)(=O)O